ClC=1C=C(C2=C(C1)OCC=1N=C(SC12)N(C1CC(NC(C1)(C)C)(C)C)C)C 7-Chloro-N,9-dimethyl-N-(2,2,6,6-tetramethylpiperidin-4-yl)-4H-chromeno[3,4-d]thiazol-2-amine